N-(5-fluoro-2-methylphenyl)-N-hydroxybenzamide FC=1C=CC(=C(C1)N(C(C1=CC=CC=C1)=O)O)C